(8-Bromo-7-chloro-6-(2,6-difluorophenyl)-4H-benzo[f]imidazo[1,2-a][1,4]diazepine-2-Yl)methanol BrC=1C=CC2=C(C(=NCC=3N2C=C(N3)CO)C3=C(C=CC=C3F)F)C1Cl